[5-(5-chloro-2-methoxypyridin-4-yl)-1H-pyrazole-3-carbonyl]piperidine-4-carboxylic acid ClC=1C(=CC(=NC1)OC)C1=CC(=NN1)C(=O)N1CCC(CC1)C(=O)O